ClC1=CC=C(C=C1)C=1C=C2C3=CC=CC4=CC=CC(C2=CC1)=C43 8-(4-chloro-phenyl)-fluoranthene